ClC=1C(=CC(=NC1)OC)C1=CC(=NN1)C(=O)N1CCC(CC1)C(=O)NCC=1C(=NN(C1)C)C 1-(5-(5-chloro-2-methoxypyridin-4-yl)-1H-pyrazole-3-carbonyl)-N-((1,3-dimethyl-1H-pyrazol-4-yl)methyl)piperidine-4-carboxamide